ClC=1C=C(C=C(C1OC=1C(=C2C3(C(NC2=CC1)=O)CC3)F)Cl)C=3C(NC(N(N3)C)=O)=O 6-(3,5-dichloro-4-((4'-fluoro-2'-oxospiro[cyclopropane-1,3'-indolin]-5'-yl)oxy)phenyl)-2-methyl-1,2,4-triazine-3,5(2H,4H)-dione